N1N=CC(=C1)C1=CC=C(C=C1)NC1=NC(=NC=C1)C=1C=C2CN(CC2=CC1)C(=O)N(C)C 5-(4-((4-(1H-pyrazol-4-yl)phenyl)amino)pyrimidin-2-yl)-N,N-dimethylisoindoline-2-carboxamide